C=CC(CC\C=C/C)=O (Z)-octa-1,6-dien-3-one